cyclopropyl 6-(1-(6-cyano-1H-imidazo[4,5-b]pyridin-2-yl)cyclobutyl)-3,4-dihydroquinoline-1(2H)-carboxylate C(#N)C=1C=C2C(=NC1)N=C(N2)C2(CCC2)C=2C=C1CCCN(C1=CC2)C(=O)OC2CC2